{3-[(2S)-1-[(S)-phenyl((3R)-1H,2H,3H,4H-pyrido[2,3-b]pyrazin-3-yl)methoxy]propan-2-yl]phenyl}acetic acid C1(=CC=CC=C1)[C@H](OC[C@@H](C)C=1C=C(C=CC1)CC(=O)O)[C@H]1CNC2=C(N1)N=CC=C2